β-L-(+)-arabinose O[C@@H]1[C@H](O)[C@@H](O)[C@@H](O)CO1